FC=1C=C(C2=C([C@H]3N(C[C@@H](O2)C3)C(C(CC#N)(C)C)=O)C1)F 4-[(2S,5S)-7,9-difluoro-2,3-dihydro-2,5-methano-1,4-benzoxazepin-4(5H)-yl]-3,3-dimethyl-4-oxobutanenitrile